Cl.C(C)(=O)OCC1=NC(=CC(=C1OC(C)=O)CNC(C)(C)C)COC(C)=O {[(1,1-dimethylethyl)amino]methyl}-3-acetyloxy-2,6-pyridinedimethanol diacetate hydrochloride